S-(triphenylmethyl)-L-cysteine C1(=CC=CC=C1)C(SC[C@H](N)C(=O)O)(C1=CC=CC=C1)C1=CC=CC=C1